ClC=1N=C(C2=C(N1)C=CN2S(=O)(=O)C2=CC=C(C)C=C2)N2[C@@H](CCC2)CO (S)-(1-(2-chloro-5-tosyl-5H-pyrrolo[3,2-d]pyrimidin-4-yl)pyrrolidin-2-yl)methanol